N-(4,4-difluoro-1-(2,2,2-trifluoroethyl)pyrrolidin-3-yl)-2-methyl-5-((2-(trifluoromethyl)-pyridin-3-yl)methoxy)benzofuran-3-carboxamide FC1(C(CN(C1)CC(F)(F)F)NC(=O)C1=C(OC2=C1C=C(C=C2)OCC=2C(=NC=CC2)C(F)(F)F)C)F